Cl.Cl.ClC=1C=CC(=NC1)C(N1[C@@H](CN[C@H](C1)C)C)C1=NC=C(C=C1)Cl (2R,5S)-1-(Bis(5-chloropyridin-2-yl)methyl)-2,5-dimethylpiperazine dihydrochloride